3-{[4-(2,2-difluoroethoxy)phenyl]methyl}-1-[(2,4-difluorophenyl)methyl]-1-(1-methylpiperidin-4-yl)urea FC(COC1=CC=C(C=C1)CNC(N(C1CCN(CC1)C)CC1=C(C=C(C=C1)F)F)=O)F